1-aminododecane NCCCCCCCCCCCC